4-hydroxy-5-thionyl-imidazole OC1=NC=NC1=S=O